O1P(OC2=C(C(=C(C(=C2CCCCCCCCCCCCC)CCCCCCCCCCCCC)C(C)(C)C2=CC=C1C=C2)CCCCCCCCCCCCC)CCCCCCCCCCCCC)OP([O-])[O-] tetratridecyl-4,4'-isopropylidenediphenyl diphosphite